[(3aS,4R,6aR)-4-[(6-bromo-3-pyridazinyl)amino]hexahydrocyclopenta[c]pyrrol-2(1H)-yl](3-methyl-3H-thieno[2,3-d][1,2,3]triazol-5-yl)methanone BrC1=CC=C(N=N1)N[C@@H]1CC[C@H]2CN(C[C@H]21)C(=O)C2=CC1=C(N(N=N1)C)S2